COC(=O)N1CCC(CC1)C1=CC(=C2C(=NC=NN21)N)Br 4-(4-amino-5-bromopyrrolo[2,1-f][1,2,4]triazin-7-yl)piperidine-1-carboxylic acid methyl ester